C(C=C)N1C(C2=CC=C(C=C2C1(C)C)NC1=NC=C(C(=C1)N[C@H](CO)C1=CC=CC=C1)C1=NC(=NO1)C)=O (S)-2-allyl-5-((4-((2-hydroxy-1-phenylethyl)amino)-5-(3-methyl-1,2,4-oxadiazol-5-yl)pyridin-2-yl)amino)-3,3-dimethylisoindolin-1-one